4-(2-acryloyl-2,6-diazaspiro[3.4]octan-6-yl)-6-(5-methyl-1H-indazol-4-yl)-2-(((S)-4-methylmorpholin-3-yl)methoxy)pyrimidine-5-carbonitrile C(C=C)(=O)N1CC2(C1)CN(CC2)C2=NC(=NC(=C2C#N)C2=C1C=NNC1=CC=C2C)OC[C@H]2N(CCOC2)C